FC(CN1CCC(CC1)NC(OC(C)(C)C)=O)(F)F tert-butyl (1-(2,2,2-trifluoroethyl)piperidin-4-yl)carbamate